[2-(4-chlorophenyl)imidazo[1,2-a]pyridin-3-yl]methyl-[piperazin-1-yl](tetrahydro-2H-pyran-2-yl)methanone ClC1=CC=C(C=C1)C=1N=C2N(C=CC=C2)C1CC1(OCCCC1)C(=O)N1CCNCC1